FC1=CC(=C(C=C1)C1=NC=CC2=C1CN(C2=O)C2=CC=C(C=C2)OC2COC2)OCC(F)(F)F 4-[4-fluoro-2-(2,2,2-trifluoroethoxy)phenyl]-2-{4-[(oxetan-3-yl)oxy]phenyl}-2,3-dihydro-1H-pyrrolo[3,4-c]pyridin-1-one